[5-(1,1,2,2,3,3,3-heptafluoropropyl)pyrimidin-2-yl]-2-(1-methyltetrazol-5-yl)sulfanyl-5-nitro-benzamide FC(C(C(F)(F)F)(F)F)(F)C=1C=NC(=NC1)C=1C(=C(C(=O)N)C=C(C1)[N+](=O)[O-])SC1=NN=NN1C